[Te]1C2=C(C=C1C1=NC(=NC3=C(C(=C(C(=C13)F)F)F)F)[2H])C=CC=C2 4-(benzo[b]tellurophen-2-yl)-5,6,7,8-tetrafluoroquinazoline-2-d